C(C)[C@H]1CN(CC1)C=1C=C(C(=CC1)N)NC 4-[(3R)-3-ethylpyrrolidin-1-yl]-N2-methyl-benzene-1,2-diamine